1-(4-bromophenyl)-4-(3-nitrophenyl)butane-1,4-dione BrC1=CC=C(C=C1)C(CCC(=O)C1=CC(=CC=C1)[N+](=O)[O-])=O